C1(CC1)C(=C)C1=NC(=C(C(=C1C)C(C)(C)O)F)C1=CC=C(C=C1)F 2-[2-(1-Cyclopropylvinyl)-5-fluoro-6-(4-fluorophenyl)-3-methylpyridin-4-yl]Propan-2-ol